N-[(2,3,5-Trimethyl-1H-indol-7-yl)methyl]-2-quinoxalinamine CC=1NC2=C(C=C(C=C2C1C)C)CNC1=NC2=CC=CC=C2N=C1